undecaprenyl-phosphoglucose C(C=C(C)C)OC([C@]([C@]([C@@]([C@](C(=O)CC=C(C)C)(OP(=O)(O)O)CC=C(C)C)(OCC=C(C)C)CC=C(C)C)(OCC=C(C)C)CC=C(C)C)(OCC=C(C)C)CC=C(C)C)(CC=C(C)C)CC=C(C)C